O(C=1C=C(C(C(=O)[O-])=CC1)C(=O)[O-])C=1C=C(C(C(=O)[O-])=CC1)C(=O)[O-] 4,4'-Oxydiphthalat